4-(3-fluoro-5-(trifluoromethyl)pyridin-2-yl)cyclohexan-1-one FC=1C(=NC=C(C1)C(F)(F)F)C1CCC(CC1)=O